C1C=CC=C2C=CC=C3C=C4C=CC=CC4=CC231 benzo(k)anthracene